C1=CC=C2C=CC=3C=CC=C4C=5C(C1=C2C43)=NSN5 1,2,5-thiadiazolopyrene